octyldecyl lauroyl glutamate N[C@@H](CCC(=O)OC(CCCCCCCCCCC)=O)C(=O)OC(CCCCCCCCC)CCCCCCCC